ClC1=C2C(=CC=NC2=CC(=C1)[N+](=O)[O-])OC1=CC=CC=C1 5-chloro-7-nitro-4-phenoxyquinoline